NC=1N=NC(=CC1O[C@H]1CN(C[C@@H](C1)C1=CC=CC=C1)C(=O)OC(C)(C)C)C1=C(C=CC=C1)O |r| rac-tert-butyl (3R,5S)-3-((3-amino-6-(2-hydroxyphenyl)pyridazin-4-yl)oxy)-5-phenylpiperidine-1-carboxylate